(4,4-difluoropiperidin-1-yl)(1-(4-(5-morpholino-4H-1,2,4-triazol-3-yl)phenyl)-1H-pyrrolo[2,3-b]pyridine-5-yl)methanone FC1(CCN(CC1)C(=O)C=1C=C2C(=NC1)N(C=C2)C2=CC=C(C=C2)C2=NN=C(N2)N2CCOCC2)F